ClC1=CC(=C(COC2=NC=3CN(CCC3C=C2C#N)CC2=NC3=C(N2C[C@H]2OCC2)C=C(C=C3)C(=O)O)C=C1)F (S)-2-((2-((4-chloro-2-fluorobenzyl)oxy)-3-cyano-5,6-dihydro-1,7-naphthyridin-7(8H)-yl)methyl)-1-(oxetan-2-ylmethyl)-1H-benzo[d]imidazole-6-carboxylic acid